C(C(C)C)C1=NC=CN=C1OC 2-Isobutyl-methoxypyrazine